2-fluoro-4-phenyl-3-(5-phenyl-1-((2-(trimethylsilyl)ethoxy)methyl)-1H-1,2,4-triazol-3-yl)pyridine FC1=NC=CC(=C1C1=NN(C(=N1)C1=CC=CC=C1)COCC[Si](C)(C)C)C1=CC=CC=C1